NC1=CC(=C(C(=N1)Cl)Cl)SC=1C=2N(C(=NC1)N1CCC3([C@@H]([C@@H](OC3)C)N)CC1)C=CN2 (3S,4S)-8-(8-((6-amino-2,3-dichloropyridin-4-yl)thio)imidazo[1,2-c]pyrimidin-5-yl)-3-methyl-2-oxa-8-azaspiro[4.5]decan-4-amine